N[C@@H](CC(=O)[O-])C(=O)OC(C)(C)C O-t-Butyl aspartate